tert-Butyl N-[3-cyano-4-(5,5-dimethyl-1,3,2-dioxaborinan-2-yl)benzothiophen-2-yl]carbamate C(#N)C1=C(SC2=C1C(=CC=C2)B2OCC(CO2)(C)C)NC(OC(C)(C)C)=O